C1CNCCNCCN1 triazacyclononane